NC1=NC2=CC(=CC(=C2C=C1Cl)F)CCC=1[C@H]([C@H]([C@@H](C1)N1C=CC2=C1N=CN=C2N)O)O (1S,2R,5R)-3-(2-(2-amino-3-chloro-5-fluoroquinolin-7-yl)ethyl)-5-(4-amino-7H-pyrrolo[2,3-d]pyrimidin-7-yl)cyclopent-3-en-1,2-diol